(2S)-2-((1-(2-aminopyridin-3-yl)ethyl)amino)but-3-en-1-ol NC1=NC=CC=C1C(C)N[C@H](CO)C=C